methyl 2-amino-4-cyclopropyloxy-1,3-benzothiazole-6-carboxylate NC=1SC2=C(N1)C(=CC(=C2)C(=O)OC)OC2CC2